(+/-)-trans-methyl 3-((5-fluoro-2-(5-fluoro-1-tosyl-1H-pyrrolo[2,3-b]pyridin-3-yl)-6-phenylpyrimidin-4-yl)amino)bicyclo[2.2.2]octane-2-carboxylate FC=1C(=NC(=NC1C1=CC=CC=C1)C1=CN(C2=NC=C(C=C21)F)S(=O)(=O)C2=CC=C(C)C=C2)NC2C(C1CCC2CC1)C(=O)OC